C(#N)C[C@@H]1N(CCN(C1)C1=NC(=NC(=C1)C(NC1=CC(=CC2=CC=CC=C12)OC)=O)OC[C@H]1CN(CCO1)C)C(=O)OCC1=CC=CC=C1 benzyl (2S)-2-(cyanomethyl)-4-[6-[(3-methoxy-1-naphthyl)carbamoyl]-2-[[(2R)-4-methylmorpholin-2-yl]methoxy]pyrimidin-4-yl]piperazine-1-carboxylate